N-(cis-4-ethoxycyclohexyl)-5-(quinazolin-6-yl)-7H-pyrrolo[2,3-d]pyrimidin-2-amine C(C)O[C@H]1CC[C@H](CC1)NC=1N=CC2=C(N1)NC=C2C=2C=C1C=NC=NC1=CC2